Cl.C(C)OC(C1=C(C=CC=C1)CN1C2=NC(=NC=C2N(C1=O)C)C=1C(=NC=CC1)C(C)C)=N ((2-(2-isopropylpyridin-3-yl)-7-methyl-8-oxo-7,8-dihydro-9H-purin-9-yl)methyl)benzimidic acid ethyl ester hydrochloride